6-{[4-methyl-1-(6-methylpyridin-3-yl)-1H-1,2,3-triazol-5-yl]methoxy}-2-(propan-2-yl)-1,2,3,4-tetrahydro-2,7-naphthyridine CC=1N=NN(C1COC=1C=C2CCN(CC2=CN1)C(C)C)C=1C=NC(=CC1)C